(S)-5-(1-(3-(5,5-dimethyl-tetrahydrofuran-2-yl)-3-(2-(thiophen-2-yl)ethyl)pyrrolidin-1-yl)cyclopropyl)-2-methylpyridine CC1(CCC(O1)[C@@]1(CN(CC1)C1(CC1)C=1C=CC(=NC1)C)CCC=1SC=CC1)C